(S)-(7-((4-(methylamino)-5-(trifluoromethyl)-7H-pyrrolo[2,3-d]pyrimidin-2-yl)amino)-2,3-dihydrobenzo-furan-4-yl)(3-morpholino-pyrrolidin-1-yl)methanone CNC=1C2=C(N=C(N1)NC1=CC=C(C=3CCOC31)C(=O)N3C[C@H](CC3)N3CCOCC3)NC=C2C(F)(F)F